Methyl (S)-3-(3-chlorophenyl)-2,3,4,5-tetrahydrobenzo[f][1,4]oxazepine-8-carboxylate hydrochloride Cl.ClC=1C=C(C=CC1)[C@H]1COC2=C(CN1)C=CC(=C2)C(=O)OC